C(C)C1(NCC(N1)=O)CC(CC)C 2-Ethyl-2-(2-methylbutyl)imidazolin-4-one